Alanine-Acetic Anhydride C(C)(=O)OC([C@@H](N)C)=O